C(=O)(OC(C)(C)C)N[C@@H](CCCNC(=O)N)C(=O)O N-Boc-L-citrulline